C(CCCC[C@@H]1SC[C@@H]2NC(=O)N[C@H]12)(=O)C(C(N)(N)OC(CI)=O)C(CCC(CC)=O)=O (+)-biotinyl-iodoacetoxy-3,6-dioxooctanediamine